N-(5-fluoropyridin-2-yl)acetamide tert-butyl-2-(2-ethyl-6-(trifluoromethyl)pyrimidin-4-yl)-2,6-diazaspiro[3.4]octane-6-carboxylate C(C)(C)(C)OC(=O)N1CC2(CN(C2)C2=NC(=NC(=C2)C(F)(F)F)CC)CC1.FC=1C=CC(=NC1)NC(C)=O